7-(difluoromethyl)-6-(1-((1,5-dimethyl-1H-pyrazol-4-yl)sulfonyl)piperidin-4-yl)-[1,2,4]triazolo[1,5-a]pyridine FC(C1=CC=2N(C=C1C1CCN(CC1)S(=O)(=O)C=1C=NN(C1C)C)N=CN2)F